3-[3-fluoro-4-[(1S,4R,5R)-5-hydroxy-3-oxo-2-azabicyclo[2.2.1]heptan-2-yl]phenyl]propionic acid ethyl ester C(C)OC(CCC1=CC(=C(C=C1)N1[C@@H]2C[C@H]([C@H](C1=O)C2)O)F)=O